tert-butyl (tert-butoxycarbonyl)(5-methyl-6-vinylpyridazin-3-yl)carbamate C(C)(C)(C)OC(=O)N(C(OC(C)(C)C)=O)C=1N=NC(=C(C1)C)C=C